4-(4-bromophenyl)-9,9-diphenyl-9H-fluorene BrC1=CC=C(C=C1)C1=CC=CC=2C(C3=CC=CC=C3C12)(C1=CC=CC=C1)C1=CC=CC=C1